FC(OC1=NC(=CC(=C1)[C@H]1OC1)C)F 2-(difluoromethoxy)-6-methyl-4-(2R)-2-oxiranylpyridine